N-(1-cyanocyclopropyl)-3-(2,5-dihydro-1H-pyrrol-3-yl)-8-(4-isobutyrylpiperazin-1-yl)-N-(4-methoxybenzyl)imidazo[1,2-a]pyridine-6-sulfonamide C(#N)C1(CC1)N(S(=O)(=O)C=1C=C(C=2N(C1)C(=CN2)C=2CNCC2)N2CCN(CC2)C(C(C)C)=O)CC2=CC=C(C=C2)OC